tert-butyl 8-(2-(pyridin-4-yl)-6-(2,2,2-trifluoroethyl) pyrido[3,4-d]pyrimidin-4-yl)-2,8-diazaspiro[4.5]decane-2-carboxylate N1=CC=C(C=C1)C=1N=C(C2=C(N1)C=NC(=C2)CC(F)(F)F)N2CCC1(CCN(C1)C(=O)OC(C)(C)C)CC2